CCN(CCCS(=O)(=O)[O-])C1=CC=CC=C1.[Na+] N-ethyl-N-(3-sulfopropyl)Aniline